CN1[C@H](CCC1)CC1=CNC2=CC=C(C=C12)CCS(=O)(=O)C1=CC=CC=C1 (R)-3-[(1-methylpyrrolidin-2-yl)methyl]-5-(2-phenylsulfonylethyl)-1H-indole